OC1(CCN(CC1)C(=O)[C@@H]1[C@H](CNCC1)C1=CC=CC=C1)CN1C=NC2=C(C1=O)C=CN2C 3-({4-hydroxy-1-[(3S,4S)-3-phenylpiperidine-4-carbonyl]Piperidin-4-yl}methyl)-7-methyl-3H,4H,7H-pyrrolo[2,3-d]Pyrimidin-4-one